ClC=1C(=NC=CC1SC=1C=CC=2C(=NC=CN2)N1)NC 6-((3-chloro-2-(methylamino)pyridin-4-yl)thio)pyrido[2,3-b]Pyrazine